CS(=O)(=O)N1CCC2(CC(=NO2)C(=O)N[C@@H](CCCCCC(CC)=O)C=2NC(=CN2)C2=CC=CC=C2)CC1 (S)-8-(Methylsulfonyl)-N-(7-oxo-1-(5-phenyl-1H-imidazol-2-yl)nonyl)-1-oxa-2,8-diazaspiro[4.5]dec-2-en-3-carboxamid